ClC=1C(=C(N)C=CC1)N1C(CCCC1)CC 3-chloro-2-(2-ethylpiperidin-1-yl)aniline